(2s,4S)-N-((1s,3S)-3-(3,5-Dimethylphenyl)cyclobutyl)-N-methyl-6-oxo-7-oxa-5-azaspiro[3.4]octane-2-carboxamide CC=1C=C(C=C(C1)C)C1CC(C1)N(C(=O)C1CC2(C1)NC(OC2)=O)C